6-(4-chlorophenyl)-N-(2-fluoro-4-(piperazin-1-yl)phenyl)-8,9-dihydroimidazo[1',2':1,6]pyrido[2,3-d]pyrimidin-2-amine ClC1=CC=C(C=C1)C1=CC2=C(N=C(N=C2)NC2=C(C=C(C=C2)N2CCNCC2)F)N2C1=NCC2